1-(5-(3-(2,6-difluoro-3,5-dimethoxyphenyl)-2-oxo-1-(tetrahydrofuran-3-yl)-1,2-dihydro-1,6-naphthyridin-7-yl)pyridin-2-yl)cyclobutane-1-carbonitrile FC1=C(C(=C(C=C1OC)OC)F)C=1C(N(C2=CC(=NC=C2C1)C=1C=CC(=NC1)C1(CCC1)C#N)C1COCC1)=O